N-(2-(naphthalen-2-yl)phenyl)dibenzo[b,d]furan-3-amine C1=C(C=CC2=CC=CC=C12)C1=C(C=CC=C1)NC=1C=CC2=C(OC3=C2C=CC=C3)C1